6'-fluoro-N-(4-fluoro-3-((2-hydroxyethyl)carbamoyl)benzyl)-1'-methyl-4'-oxo-3',4'-dihydro-1'H-spiro[piperidine-4,2'-quinoline]-1-carboxamide FC=1C=C2C(CC3(N(C2=CC1)C)CCN(CC3)C(=O)NCC3=CC(=C(C=C3)F)C(NCCO)=O)=O